2-chloro-quinoline-7-carbaldehyde ClC1=NC2=CC(=CC=C2C=C1)C=O